octanedithiol CCCCCCCC(S)S